N-(9,9'-diphenyl-9H-fluoren-2-yl)dibenzofuran-2-amine C1(=CC=CC=C1)C1(C2=CC=CC=C2C=2C=CC(=CC12)NC1=CC2=C(OC3=C2C=CC=C3)C=C1)C1=CC=CC=C1